[8-(1-octylnonoxy)-8-oxo-octyl] (2S)-4-(4-benzyloxybutanoyloxy)-1-(6-oxo-6-undecoxy-hexyl)pyrrolidine-2-carboxylate C(C1=CC=CC=C1)OCCCC(=O)OC1C[C@H](N(C1)CCCCCC(OCCCCCCCCCCC)=O)C(=O)OCCCCCCCC(=O)OC(CCCCCCCC)CCCCCCCC